C(C)(C)(C)OC(=O)N1C(C[C@@H](CC1)C(=O)OCC=C)(C)C |r| Rac-4-(allyloxycarbonyl)-2,2-dimethyl-piperidine-1-carboxylic acid tert-butyl ester